(S)-4-[2-(6-trifluoromethyl-pyridin-2-yl)-ethyl]-4,5-dihydro-oxazol-2-ylamine FC(C1=CC=CC(=N1)CC[C@@H]1N=C(OC1)N)(F)F